BrC1=C2CCN([C@@H](C2=C(C=C1)O[C@@H]1CN(CC1)C=1SC(=CN1)C)CN1C(C2=CC=CC=C2C1)=O)C(=O)[C@H]1[C@H](CCCC1)C(=O)O (1S,2R)-2-((S)-5-bromo-8-(((S)-1-(5-methylthiazol-2-yl)pyrrolidin-3-yl)oxy)-1-((1-oxoisoindolin-2-yl)methyl)-1,2,3,4-tetrahydroisoquinoline-2-carbonyl)cyclohexane-1-carboxylic acid